[Pd].C1(CCCCC1)PC1CCCCC1.C1(CCCCC1)PC1CCCCC1 bis(dicyclohexylphosphine) palladium